FC1(C[C@@](CCC1)(C(=O)N1C[C@H]2OC3=C([C@@H]1C2)C=NC=C3C#N)C)F |o1:3| (2S,5S)-4-[3,3-difluoro-1(R or S)-methylcyclohexane-1-carbonyl]-2,3,4,5-tetrahydro-2,5-methanopyrido[3,4-f][1,4]oxazepine-9-carbonitrile